BrCC(I)I 1-bromo-2,2-diiodoethane